NC1=C(C=C(C=N1)NC(C(N1[C@H](CC[C@@H](C1)C)C1=CC(=CC=C1)[C@H]1CN(CCC1)C)=O)=O)CC N-(6-amino-5-ethyl-3-pyridyl)-2-oxo-2-[(2R,5S)-5-methyl-2-[3-[(3S)-1-methyl-3-piperidyl]phenyl]-1-piperidyl]acetamide